8-chloro-6-(4-(1-(1-phenylcyclobutanecarbonyl)piperidin-4-yl)piperazin-1-yl)isoquinolin-1(2H)-one ClC=1C=C(C=C2C=CNC(C12)=O)N1CCN(CC1)C1CCN(CC1)C(=O)C1(CCC1)C1=CC=CC=C1